NC=1N=NC(=CC1N1CCC(CC1)(C1=CC=CC=C1)CNC(CCCN1CCC(CC1)C1=CC=C(C=C1)OC1C(NC(CC1)=O)=O)=O)C1=C(C=CC(=C1)F)O N-[[1-[3-amino-6-(5-fluoro-2-hydroxy-phenyl)pyridazin-4-yl]-4-phenyl-4-piperidyl]methyl]-4-[4-[4-[(2,6-dioxo-3-piperidyl)oxy]phenyl]-1-piperidyl]butanamide